tert-butyl (4-(N,1-dimethyl-1H-pyrazole-3-carboxamido)-4-oxobutyl)(methyl)carbamate CN(C(=O)C1=NN(C=C1)C)C(CCCN(C(OC(C)(C)C)=O)C)=O